(R or S)-4-(2-(3-(1,1,1,3,3,3-hexafluoro-2-hydroxypropan-2-yl)-1-(2-(6-methylpyridin-3-yl)propan-2-yl)pyrrolidin-3-yl)ethyl)-benzonitrile FC(C(C(F)(F)F)(O)[C@]1(CN(CC1)C(C)(C)C=1C=NC(=CC1)C)CCC1=CC=C(C#N)C=C1)(F)F |o1:8|